C(C)(C)(C)SN R-tert-Butylsulfenamid